C(C)OC(=O)C=1N=C2N(C=C(C=C2[C@H](C)OC)Br)C1 |o1:13| (S or R)-6-bromo-8-(1-methoxyethyl)imidazo[1,2-a]Pyridine-2-carboxylic acid ethyl ester